2,4-dioxo-N-phenyl-3-(2-fluorobenzyl)-1,2,3,4-tetrahydropyrimidine-5-carboxamide O=C1NC=C(C(N1CC1=C(C=CC=C1)F)=O)C(=O)NC1=CC=CC=C1